C(=O)(OC(C)(C)C)N[C@H](C(C)(C)C)C(=O)O (R)-Boc-tert-leucine